2-cyano-1-ethyl-3-[trans-(7RS,9RS)-3-cyclopropyl-5-(2-methylpropylsulfamoyl)-7-[[rac-(E)-N'-cyano-N-ethylcarbamimidoyl]amino]-8,9-dihydro-7H-cyclopenta[H]isoquinolin-9-yl]guanidine C(#N)N=C(NCC)N[C@@H]1C[C@H](C2=CC(=C3C=C(N=CC3=C21)C2CC2)S(NCC(C)C)(=O)=O)N/C(/NCC)=N/C#N |r|